S1C=C(C=C1)C=1C=NC=NC1 5-(Thien-3-yl)pyrimidine